4-(3,8-Diazabicyclo[3.2.1]octan-3-yl)-8-fluoro-7-(3-hydroxy-1-naphthyl)-2-[[(2S)-1-methylpyrrolidin-2-yl]methoxy]quinazoline-6-carboxylic acid C12CN(CC(CC1)N2)C2=NC(=NC1=C(C(=C(C=C21)C(=O)O)C2=CC(=CC1=CC=CC=C21)O)F)OC[C@H]2N(CCC2)C